8-chloro-2-[2-[2-hydroxy-3-[(4-methoxyphenyl)methylamino]propoxy]-4-(trifluoromethyl)phenyl]chromen-4-one ClC=1C=CC=C2C(C=C(OC12)C1=C(C=C(C=C1)C(F)(F)F)OCC(CNCC1=CC=C(C=C1)OC)O)=O